1-(3-methoxybenzyl)-2-(3-((4-(trifluoromethyl)benzyl)sulfonyl)prop-1-en-1-yl)disulfane COC=1C=C(CSSC=CCS(=O)(=O)CC2=CC=C(C=C2)C(F)(F)F)C=CC1